3-Aminophenoxathiine NC=1C=CC=2SC3=CC=CC=C3OC2C1